N1C(C=CC1)C1CC1 1-(2,5-dihydro-1H-pyrrol-2-yl)cyclopropane